COC1=CC2=C([C@]3([C@@](O2)([C@@H]([C@H]([C@H]3O)C=3OC(=NN3)NCCC)C3=CC=CC=C3)C3=CC=C(C=C3)OC)O)C(=C1)OC |r| rac-(1R,2R,3S,3aR,8bS)-6,8-dimethoxy-3a-(4-methoxyphenyl)-3-phenyl-2-(5-(propylamino)-1,3,4-oxadiazol-2-yl)-2,3,3a,8b-tetrahydro-1H-cyclopenta[b]benzofuran-1,8b-diol